COC=1C=C(C=CC1OC)C1=C(NC2=CN=C(C=C21)C2=CC=C(C=C2)N2CCN(CC2)C(C)C)C 3-(3,4-Dimethoxyphenyl)-5-(4-(4-isopropylpiperazin-1-yl)phenyl)-2-methyl-1H-pyrrolo[2,3-c]pyridin